C(C)(=O)C1=NN(C2=C(C=C(C=C12)C=1C=NC(=NC1)OC1COC1)C)CC(=O)N1[C@@H]2C[C@@]2(C[C@H]1C(=O)NC1=NC(=CC=C1C)Br)C (1R,3S,5R)-2-(2-(3-acetyl-7-methyl-5-(2-(oxetan-3-yloxy)pyrimidin-5-yl)-1H-indazol-1-yl)acetyl)-N-(6-bromo-3-methylpyridin-2-yl)-5-methyl-2-azabicyclo[3.1.0]hexane-3-carboxamide